3-[3-hydroxy-5-(methylamino)-1-oxo-2,3-dihydro-1H-isoindol-2-yl]piperidine OC1N(C(C2=CC=C(C=C12)NC)=O)C1CNCCC1